Sulfanyl butyrate C(CCC)(=O)OS